2-chloro-N,N-dimethyl-4-(4-(1-(3,3,3-trifluoro-2-hydroxy-2-phenylpropanoyl)piperidin-4-yl)butoxy)benzamide ClC1=C(C(=O)N(C)C)C=CC(=C1)OCCCCC1CCN(CC1)C(C(C(F)(F)F)(C1=CC=CC=C1)O)=O